Cl.C1(CC1)N1C=C(C(C2=CC(=C(C=C12)N1CCNCC1)F)=O)C(=O)O 1-cyclopropyl-6-fluoro-1,4-dihydro-4-oxo-7-(1-piperazinyl)-3-quinolinecarboxylic acid hydrochloride